(R)-5-(2-(5-fluoropyridin-3-yl)pyrrolidin-1-yl)-N-methoxypyrazolo[1,5-a]pyrimidine-3-carboxamide FC=1C=C(C=NC1)[C@@H]1N(CCC1)C1=NC=2N(C=C1)N=CC2C(=O)NOC